COCCOC[C@H]1N2CC(C[C@@]2(CC1)CO)=C ((5S,7aS)-5-((2-methoxyethoxy)methyl)-2-methylenetetrahydro-1H-pyrrolizin-7a(5H)-yl)methanol